N-(t-butoxycarbonyl)diphenylamine C(C)(C)(C)OC(=O)N(C1=CC=CC=C1)C1=CC=CC=C1